N1CNCNC1 hexahydro-1,3,5-triazin